N-[5-(2,6-dichlorophenyl)-1H-indazol-3-yl]-3-(methylamino)cyclobutanecarboxamide hydrochloride Cl.ClC1=C(C(=CC=C1)Cl)C=1C=C2C(=NNC2=CC1)NC(=O)C1CC(C1)NC